N-(3-aminopropyl)-morpholine NCCCN1CCOCC1